(dibenzothiophenylphenyl)(biphenylyl)(diphenylfluorenyl)amine C1(=CC=CC=2SC3=C(C21)C=CC=C3)C3=C(C=CC=C3)N(C3=C(C(=CC=2C1=CC=CC=C1CC32)C3=CC=CC=C3)C3=CC=CC=C3)C3=C(C=CC=C3)C3=CC=CC=C3